ethyl-(2-carboxyl-1-ethyl)phosphinic acid C(C)P(O)(=O)CCC(=O)O